Cl.C1(CCCCC1)N(C1=NC=C(C=N1)C1=C2C=C(C(=CC2=CC2=C1C(OC2)=O)OC)OC)CC 9-(2-(cyclohexyl(ethyl)amino)pyrimidin-5-yl)-6,7-dimethoxynaphtho[2,3-c]furan-1(3H)-one hydrochloride